sodium (S,16Z,19Z,22Z,25Z,27E,31Z)-29-hydroxytetratriaconta-16,19,22,25,27,31-hexaenoate O[C@H](/C=C/C=C\C\C=C/C\C=C/C\C=C/CCCCCCCCCCCCCCC(=O)[O-])C\C=C/CC.[Na+]